NC=1C=C(C(=C2CCC(C(C12)=O)NC(C)=O)O)F N-(8-amino-6-fluoro-5-hydroxy-1-oxo-1,2,3,4-tetrahydronaphthalen-2-yl)acetamide